FC=1C=C(C=CC1C=1C=NC(=CC1)C=1N=NN(N1)CC)N1C(O[C@H](C1)C(CF)O)=O (R)-3-(3-fluoro-4-(6-(2-ethyl-2H-tetrazol-5-yl)pyridin-3-yl)phenyl)-5-(1-hydroxy-2-fluoroethyl)oxazolidin-2-one